N-(4-amino-1H-pyrazolo[4,3-c]pyridin-7-yl)-N'-(1-phenylethyl)-N'-(2-pyridylmethyl)oxamide NC1=NC=C(C2=C1C=NN2)NC(=O)C(=O)N(CC2=NC=CC=C2)C(C)C2=CC=CC=C2